C(C)(C)(C)OC(=O)N1CC2(C(N(C=3C=NC=4C=C(C=CC4C32)F)Br)=O)C1 Bromo-7'-fluoro-2'-oxo-2',3'-dihydrospiro[azetidine-3,1'-pyrrolo[2,3-c]quinoline]-1-carboxylic acid tert-butyl ester